C1NCCC12CN(CCC2)C2=CC=C(C=N2)C=2C=1N(C=C(C2)OCC)N=C2C1C=NN2 4-(6-(2,7-diazaspiro[4.5]decan-7-yl)pyridin-3-yl)-6-ethoxy-1H-pyrazolo[3',4':3,4]pyrazolo[1,5-a]pyridine